F[C@@H]1[C@@H](C[C@H]2CN(C[C@H]21)CC2CCOCC2)NC=2N=NC(=CC2)C2=C(C(=CC(=C2)F)F)F (3aS,4S,5R,6aR)-4-fluoro-2-((tetrahydro-2H-pyran-4-yl)methyl)-N-(6-(2,3,5-trifluorophenyl)pyridazin-3-yl)octahydrocyclopenta[c]pyrrol-5-amine